5-bromo-2-chloro-3-hydrazinylpyrazine BrC=1N=C(C(=NC1)Cl)NN